NC=1N(C=2C3=C(C=CC2C1C(=O)N)N(N=N3)C)C3=C(C(=CC=C3C)OC)C 7-amino-8-(3-methoxy-2,6-dimethylphenyl)-3-methyl-3,8-dihydro-[1,2,3]triazolo[4,5-g]indole-6-carboxamide